ClCC(=O)OC(CCl)=O.S1C=NC=C1C=1C=C(N)C=CC1 3-(thiazol-5-yl)aniline (2-chloroacetyl)2-chloroacetate